1-phenyl-6,7-dihydro-1H-imidazo[4,5-c]pyridin C1(=CC=CC=C1)N1C=NC=2C=NCCC21